ClC=1C(=CC2=C(N(C(=N2)C2=NC=CC=C2)C(C(=O)NC2CCCCC2)C2CCCCC2)C1)F 2-(6-chloro-5-fluoro-2-pyridin-2-yl-benzoimidazol-1-yl)-2,N-dicyclohexyl-acetamide